Ethyl 2-(4-formyl-1H-pyrazol-1-yl)acetate C(=O)C=1C=NN(C1)CC(=O)OCC